C(#N)C=1C=NN2C1C(=CC(=C2)C=2C=NN(C2C)C2CN(C2)C2C(CN(CC2)C(=O)OC(C)(C)C)(F)F)OC tert-Butyl 4-[3-(4-[3-cyano-4-methoxypyrazolo[1,5-a]pyridin-6-yl]-5-methylpyrazol-1-yl)azetidin-1-yl]-3,3-difluoropiperidine-1-carboxylate